beta-methyl-11beta-hydroxy-17-(1-oxopropyl)-9-fluoro-21-chloro-pregna-1,4-diene CC(C(=O)[C@]1(CCCl)CC[C@H]2[C@@H]3CCC4=CCC=C[C@]4(C)[C@]3([C@H](C[C@]12C)O)F)C